FC1(CCC(CC1)C=1C=2N(N=C(C1)C=1C(=NC(=NC1)OC)OC)C=CN2)F 8-(4,4-difluorocyclohexyl)-6-(2,4-dimethoxypyrimidin-5-yl)imidazo[1,2-b]pyridazine